C(CCC=CC)C1CC(C(O1)=O)C 5-(4-hexen-1-yl)-3-methyldihydro-2(3H)-furanone